NC1=C2C(=NC=N1)N(N=C2C2=CC(=CC=C2)O)CC2=NC1=CC=CC(=C1C(N2CC2=NC=C(N=C2)C)=O)C#CCCCC(=O)N2CCOCC2 2-((4-Amino-3-(3-hydroxyphenyl)-1H-pyrazolo[3,4-d]pyrimidin-1-yl)methyl)-3-((5-methylpyrazin-2-yl)methyl)-5-(6-morpholino-6-oxohex-1-yn-1-yl)quinazolin-4(3H)-one